CC1=NC2=CC=NC(=C2C=C1)C(=O)N1[C@H]2CC=3C(=NN(C3C3=CC(=NN3C)C(F)(F)F)C)[C@@H]1CCC2 (2-Methyl-1,6-naphthyridin-5-yl)((5R,9S)-2-methyl-3-(1-methyl-3-(trifluoromethyl)-1H-pyrazol-5-yl)-4,5,6,7,8,9-hexahydro-2H-5,9-epiminocycloocta[c]pyrazol-10-yl)methanone